[Mo+2].C[N-]C.C[N-]C bis(dimethylamide) molybdenum